2-chloro-5H-pyrrolo[2,3-b]Pyrazine ClC=1N=C2C(=NC1)NC=C2